COC(=O)C1(CC1)C1=CC=C(C=C1)C=1C=NC(=CC1)C=1C=NN(C1NC1=NC(=CN=C1)OC(C)(C)C)C 1-[4-[6-[5-[(6-tert-Butoxypyrazin-2-yl)amino]-1-methyl-pyrazol-4-yl]-3-pyridinyl]phenyl]cyclopropanecarboxylic acid methyl ester